(1S,2R)-2-(tert-butoxycarbonyl)cyclopropane-1-carboxylic acid C(C)(C)(C)OC(=O)[C@H]1[C@H](C1)C(=O)O